CCCCCCCCCC(C)O The molecule is a fatty alcohol that is undecane carrying a single hydroxy substituent at position 2. It has a role as a plant metabolite. It derives from a hydride of an undecane.